8-((2S,5R)-4-(tert-Butoxycarbonyl)-2,5-dimethylpiperazin-1-yl)-5-methyl-6-oxo-5,6-dihydroimidazo[1,2-b]pyridazine-2-carboxylic acid methyl ester COC(=O)C=1N=C2N(N(C(C=C2N2[C@H](CN([C@@H](C2)C)C(=O)OC(C)(C)C)C)=O)C)C1